1-methoxymethyl-2-methylpyrrolinium COC[NH+]1C(=CCC1)C